FC1=C(C=CC=C1)CN1C2=C(C=CC=C2C=2CCC(CC12)CCCCCC)C(=O)O 9-[(2-fluorophenyl)methyl]-2-hexyl-2,3,4,9-tetrahydro-1H-carbazole-8-carboxylic acid